4-((2S,5R)-4-((4-fluorophenyl)(isoxazol-3-yl)methyl)-2,5-dimethylpiperazin-1-yl)-1-methyl-2-oxo-1,2-dihydropyrido[3,2-d]pyrimidine-6-carbonitrile FC1=CC=C(C=C1)C(N1C[C@@H](N(C[C@H]1C)C=1C2=C(N(C(N1)=O)C)C=CC(=N2)C#N)C)C2=NOC=C2